O1C=C(C=C1)C=1N=C(C2=C(N1)SC(=C2)C)NCCCC2=CC=C(C=C2)C2=CN=CS2 2-(furan-3-yl)-6-methyl-N-(3-[4-(1,3-thiazol-5-yl)phenyl]propyl)thieno[2,3-d]pyrimidin-4-amine